1,3-diethyl-2-thioxodihydropyrimidine C(C)N1C(N(CCC1)CC)=S